S1C=NC2=C1C=C(C=C2)CN2N(CCC2)C(=O)C2=C(C=CC(=C2)Cl)N2N=CC=N2 (2-(benzo[d]thiazol-6-ylmethyl)pyrazolidin-1-yl)(5-chloro-2-(2H-1,2,3-triazol-2-yl)phenyl)methanone